BrC=1C=C(C=CC1C)C(C(=O)N)C1CCOCC1 (3-bromo-4-methyl-phenyl)-2-tetrahydropyran-4-yl-acetamide